(2-amino-3-(3-(4-((pyrimidin-2-ylamino)methyl)benzyl)isoxazol-5-yl)pyridin-1-ium-1-yl)methyl hydrogen phosphate P(=O)(OC[N+]1=C(C(=CC=C1)C1=CC(=NO1)CC1=CC=C(C=C1)CNC1=NC=CC=N1)N)(O)[O-]